COC=1C=C2C(=CC=NC2=CC1OC)OC1=C(C=C(C=C1)C1=C(C(N(C(=C1C)CNC)C1=CC=C(C=C1)F)=O)C(=O)N)F (4-((6,7-dimethoxyquinolin-4-yl)oxy)-3-fluorophenyl)-1-(4-fluorophenyl)-5-methyl-6-((methylamino)methyl)-2-oxo-1,2-dihydropyridine-3-carboxamide